(S)-1-(3-(4-amino-3-((2,6-dimethoxypyridin-4-yl)ethynyl)-7-methyl-1H-pyrazolo[4,3-c]pyridin-1-yl)pyrrolidin-1-yl)prop-2-en-1-one 1,4,7,10-tetraazacyclododecane-1,4,7,10-tetraacetate N1(CCN(CCN(CCN(CC1)CC(=O)O)CC(=O)O)CC(=O)O)CC(=O)O.NC1=NC=C(C2=C1C(=NN2[C@@H]2CN(CC2)C(C=C)=O)C#CC2=CC(=NC(=C2)OC)OC)C